N1=CC=C(C=C1)C1=CC2=C(N=C(S2)NC2=NC=CC(=C2)NCCO)C=C1 2-((2-((6-(pyridin-4-yl)-benzo[d]thiazol-2-yl)-amino)pyridin-4-yl)-amino)ethanol